2-(4-(((methylsulfonyl) oxy) methyl) phenoxy)-1H-indole-6-carboxylate CS(=O)(=O)OCC1=CC=C(OC=2NC3=CC(=CC=C3C2)C(=O)[O-])C=C1